Methyl-({4-chloro-5-(6-fluoropyridin-3-yl)-1-[3-(methylsulfinyl)pyridin-2-yl]-1H-pyrazol-3-yl}oxy)(methoxy)acetat COC(C(OC)OC1=NN(C(=C1Cl)C=1C=NC(=CC1)F)C1=NC=CC=C1S(=O)C)=O